C1(CCC1)OC1=C2CC[C@@H](N(C2=CC=C1C=1C=NN(C1)C1CN(CC1)C)C(=O)OC)C (2S)-Methyl 5-cyclobutoxy-2-methyl-6-(1-(1-methylpyrrolidin-3-yl)-1H-pyrazol-4-yl)-3,4-dihydroquinoline-1(2H)-carboxylate